[C@H]12CN(C[C@H](CC1)N2)C=2C1=C(N=C(N2)OC([2H])([2H])[C@]23CCCN3C[C@@H](C2)F)C(=C(N=C1)C=1C=C(C=CC1C(F)(F)F)O)F 3-(4-((1R,5S)-3,8-Diazabicyclo[3.2.1]octan-3-yl)-8-fluoro-2-(((2R,7aS)-2-fluorotetrahydro-1H-pyrrolizin-7a(5H)-yl)methoxy-d2)pyrido[4,3-d]pyrimidin-7-yl)-4-(trifluoromethyl)phenol